ClC=1C=C(C(=C(C1)O)C=1N=NC(=CC1)CN1CCCC1)C 5-Chloro-3-methyl-2-(6-(pyrrolidin-1-ylmethyl)pyridazin-3-yl)phenol